ON=C(CC(=O)CC(CCCCCC)=NO)CCCCCC.C(C)(=O)O[Si](O[Si](OC(C)=O)(C)C)(C)C 1,3-diacetoxytetramethyl-disiloxane 2-hydroxyimino-1-octyl ketone